N-benzyl-pyrrole-2-carboxaldehyde C(C1=CC=CC=C1)N1C(=CC=C1)C=O